NC=1N=NC(=CC1OCCC=1C=C(C=CC1)CN1CCN(CC1)C(=O)OC(C)(C)C)Cl tert-butyl 4-[[3-[2-(3-amino-6-chloro-pyridazin-4-yl)oxyethyl]phenyl]methyl]piperazine-1-carboxylate